3-fluoro-N-(6-fluoropyridin-2-yl)-6-methylpyridine-2-sulfonamide trifluoroacetate salt FC(C(=O)O)(F)F.FC=1C(=NC(=CC1)C)S(=O)(=O)NC1=NC(=CC=C1)F